tert-butyl 2-(((3-((1-(4-chloro-2-methoxyphenyl)-2-methoxy-2-oxoethyl)amino)-5-methoxybenzylidene)amino)oxy)-2-methylpropanoate ClC1=CC(=C(C=C1)C(C(=O)OC)NC=1C=C(C=NOC(C(=O)OC(C)(C)C)(C)C)C=C(C1)OC)OC